O1CC(C1)N(C(O)=O)[C@@H]1CC[C@H](CC1)C=1SC(=CN1)C1=C(C=C(C=C1)C(NC(C)C)=O)S(NCC)(=O)=O.CC(CC[Si](C1=CC=CC=C1)(C1=CC=CC=C1)C1=CC=CC=C1)=C (3-methyl-3-butenyl)(triphenyl)silane oxetan-3-yl-(trans-4-(5-(2-(N-ethylsulfamoyl)-4-(isopropylcarbamoyl)phenyl)thiazol-2-yl)cyclohexyl)carbamate